triethanolamine laurylsulfate C(CCCCCCCCCCC)OS(=O)(=O)O.N(CCO)(CCO)CCO